OCC(CO)OC(CCCCCCCCCCCCC)=O Tetradecanoic acid 1,3-dihydroxypropan-2-yl ester